tin silver bismuth [Bi].[Ag].[Sn]